bromohomoserine BrN[C@@H](CCO)C(=O)O